N,N'-methylenebis(stearoamide) C(NC(CCCCCCCCCCCCCCCCC)=O)NC(CCCCCCCCCCCCCCCCC)=O